O=S1(N=CC2=C1C=CC=C2)=O 1,1-dioxobenzisothiazole